FC(S(=O)(=O)OC1=C(C(N(C(=C1)C)C1=CC(=NC=C1C)Cl)=O)Cl)(F)F 2',3-dichloro-5',6-dimethyl-2-oxo-2H-[1,4'-bipyridin]-4-yl trifluoromethanesulfonate